OC(C)(C)C1=CC=C(C=N1)C1=CN=C2C(=N1)N(C(CN2)=O)C2CCC(CC2)OC 7-(6-(2-hydroxyprop-2-yl)pyridin-3-yl)-1-((1R,4R)-4-methoxycyclohexyl)-3,4-dihydropyrazino[2,3-b]pyrazin-2(1H)-one